tert-butyl ((3R,5S)-5-((S)-1-(4-fluorophenyl)-1,2,3,4-tetrahydroisoquinoline-2-carbonyl)tetrahydrofuran-3-yl)carbamate FC1=CC=C(C=C1)[C@@H]1N(CCC2=CC=CC=C12)C(=O)[C@@H]1C[C@H](CO1)NC(OC(C)(C)C)=O